FC=1C=NN(C1)C=1C=CC(=C(C1)O)C=1N=NC(=CN1)C(=C)[C@@H]1[C@@H]([C@H]2C=C[C@@H](C1)N2)F 5-(4-fluoro-1H-pyrazol-1-yl)-2-(6-(1-((1R,2S,3R,5R)-2-fluoro-8-azabicyclo[3.2.1]oct-6-en-3-yl)vinyl)-1,2,4-triazin-3-yl)phenol